(S)-1-(3-chlorophenyl)-N-(pyrrolidin-3-ylmethyl)-1H-1,2,3-triazole-4-carboxamide trifluoroacetate FC(C(=O)O)(F)F.ClC=1C=C(C=CC1)N1N=NC(=C1)C(=O)NC[C@@H]1CNCC1